OC(CN1CCN(CC1)CC)COC 1-(2-hydroxy-3-methoxypropyl)-4-ethylpiperazine